(5S,7s)-2-bromo-7-fluoro-5-phenyl-6,7-dihydro-5H-pyrrolo[1,2-b][1,2,4]triazole BrC=1N=C2N(N1)[C@@H](C[C@@H]2F)C2=CC=CC=C2